C(C)C=1C(=CC=C2C=C(C=C(C12)C1=C(C=2N=C(N=C3C2C(=N1)OCCN3)S(=O)C)F)OCOC)F 5-(8-ethyl-7-fluoro-3-(methoxymethoxy)naphthalen-1-yl)-4-fluoro-2-(methylsulfinyl)-9,10-dihydro-8H-7-oxa-1,3,6,10-tetraazacyclohepta[de]naphthalene